C(C)(C)(C)OC(NCCOCCOCCNC=1SC2=C(N1)C=CC(=C2)OC(F)(F)F)=O Tert-butyl(2-(2-(2-((6-(trifluoromethoxy)benzo[d]thiazol-2-yl)amino)ethoxy)ethoxy)ethyl)carbamate